S1C(=CC=C1)CC(=O)OCC ethyl 2-(2-thienyl)acetate